fluorine dioxalate phosphate P(=O)(O)(O)O.C(C(=O)O)(=O)O.C(C(=O)O)(=O)O.[F]